C(C)(=O)NC1=CC=C(C=C1)NC(C1=C(N=CC(=C1)C1=CC=C(C=C1)N1CCN(CC1)CC)N)=O N-(4-acetamidophenyl)-2-amino-5-(4-(4-ethylpiperazin-1-yl)phenyl)nicotinamide